ClC=1N=NC(=CC1C1(CCC2=CC=CC=C12)O)Cl 1-(3,6-dichloropyridazin-4-yl)-2,3-dihydroinden-1-ol